P(OCC(C)=O)(OCC(C)=O)=O di(2-oxopropyl) phosphonate